CC1(ON(OC1(C)C)C1=NN(C=C1)C)C 4,4,5,5-tetramethyl-2-(1-methyl-1H-pyrazol-3-yl)-1,3,2-dioxazolidine